6-[1-[1-[2-[t-Butyl(dimethyl)silyl]oxyacetyl]-4-piperidyl]pyrazol-4-yl]-4-(2-pyridylsulfanyl)pyrazolo[1,5-a]pyridine-3-carbonitrile [Si](C)(C)(C(C)(C)C)OCC(=O)N1CCC(CC1)N1N=CC(=C1)C=1C=C(C=2N(C1)N=CC2C#N)SC2=NC=CC=C2